C12(C(=CC=C3C4=CC=CC=C4C=C13)N)C=CC=C1C3=CC=CC=C3C=C12 Spirobifluorenamin